(8-chloroimidazo[1,5-a]pyrazin-3-yl)cyclohexan-1-one ClC=1C=2N(C=CN1)C(=NC2)C2C(CCCC2)=O